ClC1=CC2=C(N(C(N=C2N2[C@H](CN(CC2)C(=O)OC(C)(C)C)C)=O)C=2C(=NC=CC2C)C(C)C)N=C1[Sn](C)(C)C tert-butyl (S)-4-(6-chloro-1-(2-isopropyl-4-methylpyridin-3-yl)-2-oxo-7-(trimethylstannyl)-1,2-dihydropyrido[2,3-d]pyrimidin-4-yl)-3-methylpiperazine-1-carboxylat